DiSodium Glycine carbonate C([O-])([O-])=O.NCC(=O)O.[Na+].[Na+]